(S)-1-(ethoxycarbonyl)azetidine-2-carboxylic acid C(C)OC(=O)N1[C@@H](CC1)C(=O)O